6-{7-[(3S,4S)-3-fluoro-2,2,6,6-tetramethylpiperidin-4-yl]-6,7-dihydro-5H-pyrrolo[2,3-c]pyridazin-3-yl}-2-(methylsulfanyl)-1,3-benzothiazol-5-ol F[C@@H]1C(NC(C[C@@H]1N1CCC2=C1N=NC(=C2)C2=CC1=C(N=C(S1)SC)C=C2O)(C)C)(C)C